methyl-7-octenoic acid CC(C(=O)O)CCCCC=C